FC1([C@H](COC1)NC(N([C@@H](C)C1=C(C=NC=C1)C)C)=O)F 3-[(3S)-4,4-difluorotetrahydrofuran-3-yl]-1-methyl-1-[(1S)-1-(3-methyl-4-pyridyl)ethyl]urea